FC1=C(C(=C(C=C1OC)OC)F)[C@H]1CCC=2C(=NNC2C1)C1=C(C=NN1C)NC(/C=C/C(=O)OC(C)C)=O Isopropyl (S,E)-4-((5-(6-(2,6-difluoro-3,5-dimethoxyphenyl)-4,5,6,7-tetrahydro-1H-indazol-3-yl)-1-methyl-1H-pyrazol-4-yl) amino)-4-oxobut-2-enoate